4-bromo-2-(2,2-difluoro-2-phenylethyl)-2H-indazole BrC=1C2=CN(N=C2C=CC1)CC(C1=CC=CC=C1)(F)F